CC1=NC2=CC=CC(=C2C(N1C1C(NC(CC1)=O)=O)=O)C#CC1=CC=C(C=C1)CN1CCOCC1 3-(2-methyl-5-((4-(morpholinomethyl)phenyl)ethynyl)-4-oxoquinazolin-3(4H)-yl)piperidine-2,6-dione